4-(methoxycarbonyl)phenylhydrazoic acid COC(=O)C1=CC=C(C=C1)N=[N+]=[N-]